N-[3-[5-(4-carbamoylphenoxy)-2-(difluoromethoxy)phenyl]-1-methyl-pyrazol-4-yl]pyrazolo[1,5-a]pyrimidine-3-carboxamide C(N)(=O)C1=CC=C(OC=2C=CC(=C(C2)C2=NN(C=C2NC(=O)C=2C=NN3C2N=CC=C3)C)OC(F)F)C=C1